3-(2-fluoro-6-trifluoromethyl-benzyloxy)-pyridine FC1=C(COC=2C=NC=CC2)C(=CC=C1)C(F)(F)F